Methyl 2-((2S)-2-(((1,2-bis(3-chlorophenyl)ethoxy)carbonyl)amino)-3-cyclohexylpropanamido)-3-(2-oxo-1-azaspiro[4.5]decan-3-yl)propanoate ClC=1C=C(C=CC1)C(CC1=CC(=CC=C1)Cl)OC(=O)N[C@H](C(=O)NC(C(=O)OC)CC1C(NC2(C1)CCCCC2)=O)CC2CCCCC2